C(#C)C=1C=CC(=C(C1)O)C1=C(N=C(N=N1)NC1CC(C1)(C)O)C 5-ethynyl-2-(3-((cis-3-hydroxy-3-methylcyclobutyl)amino)-5-methyl-1,2,4-triazin-6-yl)phenol